(3S)-1-[(2R)-2-[[4-(2,6-Dichloro-4-fluoro-phenyl)-7-quinolyl]oxy]propanoyl]-3-methylpiperidin ClC1=C(C(=CC(=C1)F)Cl)C1=CC=NC2=CC(=CC=C12)O[C@@H](C(=O)N1C[C@H](CCC1)C)C